2-(2'-Hydroxy-3'-tert-butyl-5'-methylphenyl)-5-chloro-benzotriazole OC1=C(C=C(C=C1C(C)(C)C)C)N1N=C2C(=N1)C=CC(=C2)Cl